COC1=CC=C2C(=N1)C(=CN2COCC[Si](C)(C)C)C2=CC=CC=C2 5-methoxy-3-phenyl-1-{[2-(trimethylsilyl)ethoxy]methyl}-1H-pyrrolo[3,2-b]pyridine